(5-(6-(3-Methoxy-4-(methoxycarbonyl)phenyl)pyrazin-2-yl)thiophen-3-yl)boronic acid COC=1C=C(C=CC1C(=O)OC)C1=CN=CC(=N1)C1=CC(=CS1)B(O)O